FC(C1(NN=CC=C1)C1=CC=C(C=C1)C=CC(=O)O)(F)F 3-(4-(3-(trifluoromethyl)-3H-diazin-3-yl)phenyl)propenoic acid